ClC=1C=C(CCN2C[C@H](CCC2)NC(OC(C)(C)C)=O)C=C(C1OCCOC)Cl tert-butyl (S)-(1-(3,5-dichloro-4-(2-methoxyethoxy)phenethyl) piperidin-3-yl)carbamate